2-(tert-pentyloxy)benzo[d]oxazol-4-ol C(C)(C)(CC)OC=1OC=2C(N1)=C(C=CC2)O